1-(Methoxymethyl)-1-methyl-N-((S)-5-methyl-4-oxo-2,3,4,5-tetrahydrobenzo[b][1,4]oxazepin-3-yl)-1,3-dihydrofuro[3,4-c]pyridin-6-carboxamid COCC1(OCC=2C=NC(=CC21)C(=O)N[C@@H]2C(N(C1=C(OC2)C=CC=C1)C)=O)C